C(C)(C)(C)OC(NCCN1[C@H](CN(CC1)C1=CC=C2C=C(C(OC2=C1)=O)C=1N=C2N(C=C(N=C2C)C)C1)C)=O (S)-tert-butyl(2-(4-(3-(6,8-dimethylimidazo[1,2-a]pyrazin-2-yl)-2-oxo-2H-chromen-7-yl)-2-methylpiperazin-1-yl)ethyl)carbamate